1-sec-Butyl-7-[((R)-cyclopropyl-quinolin-3-yl-methyl)-amino]-1H-pyrazolo[4,3-d]pyrimidine-5-carboxylic Acid Methyl Ester COC(=O)C=1N=C(C2=C(N1)C=NN2C(C)CC)N[C@@H](C=2C=NC1=CC=CC=C1C2)C2CC2